4-benzoyl-1-(4-methyl-benzenesulfonyl)pyrrole-3-sulfonyl chloride C(C1=CC=CC=C1)(=O)C=1C(=CN(C1)S(=O)(=O)C1=CC=C(C=C1)C)S(=O)(=O)Cl